COC(=O)C=1N=CC=2NC3=CC(=C(C=C3C2C1CC)OC)OC.ClC=1C=C(C(=O)N[C@@H](C)C2=NC=NN2C2=NC=C(C=C2)S(=O)(=O)C(F)(F)F)C=C(C1)C(F)(F)F 3-chloro-5-(trifluoromethyl)-N-[(1S)-1-(1-{5-[(trifluoromethyl)sulfonyl]pyridin-2-yl}-1H-1,2,4-triazol-5-yl)ethyl]benzamide methyl-6,7-dimethoxy-4-ethyl-β-carboline-3-carboxylate